NC1=NC=2C=CC(=CC2C2=C1C=NN2C)C(=O)N(N(C)C(=O)C21CC(C2)(C1)OC)CC1=NC=C(C=C1)C(F)(F)F 4-amino-N'-(3-methoxybicyclo[1.1.1]pentane-1-carbonyl)-N',1-dimethyl-N-((5-(trifluoromethyl)pyridin-2-yl)methyl)-1H-pyrazolo[4,3-c]quinoline-8-carbohydrazide